C[C@]12CCCC[C@H]2CC[C@@H]1[C@H](C)CCCC(C)C (1R,3aS,7aR,E)-7a-methyl-1-((R)-6-methylheptan-2-yl)octahydro-4H-inden